tert-butyl (3R)-3-[[4-[4-[(10S)-4-(2-hydroxyphenyl)-1,5,6,8,12-pentazatricyclo[8.4.0.02,7]tetradeca-2,4,6-trien-12-yl]-1-piperidyl]-1-piperidyl]methyl]piperidine-1-carboxylate OC1=C(C=CC=C1)C=1C=C2N3CCN(C[C@@H]3CNC2=NN1)C1CCN(CC1)C1CCN(CC1)C[C@@H]1CN(CCC1)C(=O)OC(C)(C)C